C(C)(C)(C)[C@@H]1CC[C@H](CC1)N1N=CC=C1N (trans-4-tert-butylcyclohexyl)-1H-pyrazol-5-amine